N1(CCC1)C1=CC2=C(C=C(O2)C(=O)NS(=O)(=O)C2=C(C=CC(=C2)C2CC2)OCC)C(=C1)F 6-(Azetidin-1-yl)-N-((5-cyclopropyl-2-ethoxyphenyl)sulfonyl)-4-fluorobenzofuran-2-carboxamide